1-cyclopropyl-6-(4-ethoxypyrrolo[2,1-f][1,2,4]triazin-5-yl)-2-methyl-1H-imidazo[4,5-b]pyridine C1(CC1)N1C(=NC2=NC=C(C=C21)C=2C=CN1N=CN=C(C12)OCC)C